C(CCN)CCO[C@H]1[C@H]([C@H]([C@@H]([C@H](O1)CO[C@@H]2[C@H]([C@H]([C@@H]([C@H](O2)CO[C@@H]3[C@H]([C@H]([C@@H]([C@H](O3)CO)O)O)O[C@@H]4[C@H]([C@H]([C@@H]([C@H](O4)CO)O)O)O)O)O[C@@H]5[C@H]([C@H]([C@@H]([C@H](O5)CO)O)O)O)O)O)O[C@@H]6[C@H]([C@H]([C@@H]([C@H](O6)CO)O)O)O[C@@H]7[C@H]([C@H]([C@@H]([C@H](O7)CO)O)O)O[C@@H]8[C@H]([C@H]([C@@H]([C@H](O8)CO)O)O)O)O The molecule is a mannooligosaccharide derivative consisting of a D-mannosyl residue beta-linked to a 5-aminopentyl group and which carries an alpha-D-mannosyl-(1->2)-alpha-D-mannosyl-(1->2)-alpha-D-mannosyl unit linked (1->3) and an alpha-D-mannosyl-(1->3)-[alpha-D-mannosyl-(1->2)-alpha-D-mannosyl-(1->6)]-alpha-D-mannosyl unit linked (1->6).